ClC1=C(C(=O)NC(=O)N(C2=CC(=CC=C2)Br)C(C2=C(C=C(C=C2)Cl)Cl)=O)C(=CC=C1)Cl N-(2,6-dichlorobenzoyl)-N'-(2,4-dichlorobenzoyl)-N'-(3-bromophenyl)urea